N,2-dimethyl-N-[1-(oxan-4-yl)ethyl]propane-2-sulfinamide CN(S(=O)C(C)(C)C)C(C)C1CCOCC1